butyl (5'S)-6-bromo-5'-carbamoyl-2-oxo-1H-spiro[pyrazolo[1,5-a]imidazole-3,3'-pyrrolidine]-1'-carboxylate BrC1=NN2C(NC(C23CN([C@@H](C3)C(N)=O)C(=O)OCCCC)=O)=C1